(R)-4-(2-((3-aminopyrrolidin-1-yl)methyl)-1-methyl-5-(4-methylphenyl)-1H-pyrrolo[2,3-c]pyridin-4-yl)benzonitrile N[C@H]1CN(CC1)CC1=CC=2C(=CN=C(C2C2=CC=C(C#N)C=C2)C2=CC=C(C=C2)C)N1C